methyl 4-[2-(2,4-difluoroanilino)-5-methyl-thiazol-4-yl]-4-ethyl-hexanoate FC1=C(NC=2SC(=C(N2)C(CCC(=O)OC)(CC)CC)C)C=CC(=C1)F